BrC1=C(NC(C2=CC=C(C=C12)C)=O)C1=CC=CC=C1 4-bromo-6-methyl-3-phenylisoquinolin-1(2H)-one